C([2H])([2H])([2H])N(C/C=C/C(=O)N1CC2=C(C(C1)C1=C(C=CC=C1)C=1C(=NN(C1)CC)C(F)(F)F)C=C(S2)C#N)C([2H])([2H])[2H] (E)-6-(4-(bis(methyl-d3)amino)but-2-enoyl)-4-(2-(1-ethyl-3-(trifluoromethyl)-1H-pyrazol-4-yl)phenyl)-4,5,6,7-tetrahydrothieno[2,3-c]pyridine-2-carbonitrile